tert-butyl (R)-6-(2-(2,6-dioxopiperidin-3-yl)-7-methyl-1,4-dioxo-1,2,3,4-tetrahydro-5H-pyrrolo[3,4-c]pyridin-5-yl)-2-azaspiro[3.3]heptane-2-carboxylate O=C1NC(CC[C@H]1N1CC=2C(N(C=C(C2C1=O)C)C1CC2(CN(C2)C(=O)OC(C)(C)C)C1)=O)=O